N1=CC=C(C=C1)NC1=CC=C(C=C1)NC(=O)C1=CC=C(C=N1)NC1=CC=NC2=CC=C(C=C12)C(=O)O 4-(6-(4-(pyridin-4-ylamino)phenylcarbamoyl)pyridin-3-ylamino)quinoline-6-carboxylic acid